1,2-bis(β-hydroxyethyl)hydrazine OCCNNCCO